CNC=1C(NC=C2C1N=CN=C2)=O 8-(methylamino)pyrido[4,3-d]pyrimidin-7(6H)-one